2-amino-3-methyl-N-[4-(2-phenyl-ethynyl)-phenyl]butanamide NC(C(=O)NC1=CC=C(C=C1)C#CC1=CC=CC=C1)C(C)C